N-(3-chloro-4-fluorophenyl)-N-methyl-2-((6-methyl-4-(trifluoromethyl)pyridin-2-yl)(1H-1,2,4-triazol-5-yl)amino)acetamide ClC=1C=C(C=CC1F)N(C(CN(C1=NC=NN1)C1=NC(=CC(=C1)C(F)(F)F)C)=O)C